N-(3-(2'-amino-7'-oxo-5'H-spiro[cyclopropane-1,8'-pyrido[4,3-d]pyrimidine]-6'(7'H)-yl)-4-methylphenyl)-2,4-difluorobenzamide NC=1N=CC2=C(N1)C1(C(N(C2)C=2C=C(C=CC2C)NC(C2=C(C=C(C=C2)F)F)=O)=O)CC1